Cl.N[C@H](CO)C1=CC(=CS1)C(=N)N (R)-5-(1-amino-2-hydroxyethyl)thiophene-3-carboxamidine hydrochloride